C(C)(C)(C)OC(=O)N1CC([C@@H]2N(CC[C@@H]21)C(CC(C(=O)O)(C)C)C)(F)F 4-((cis)-4-(tert-butyloxycarbonyl)-6,6-difluorohexahydropyrrolo[3,2-b]pyrrol-1(2H)-yl)-2,2-dimethylpentanoic acid